3-(4-(3-((tert-butyldimethylsilyl)oxy)propyl)phenyl)-4-nitropyridine [Si](C)(C)(C(C)(C)C)OCCCC1=CC=C(C=C1)C=1C=NC=CC1[N+](=O)[O-]